NC1C2=CC=CC=C2CC12CCN(CC2)C=2C(=NC(=C(N2)C)SC2=C(C(=CC=C2)Cl)Cl)CO (3-(1-amino-1,3-dihydro-spiro[indene-2,4'-piperidin]-1'-yl)-6-((2,3-dichlorophenyl)thio)-5-methylpyrazin-2-yl)methanol